C(C)(C)(C)OC(=O)N1C2(CC(C1)C2)C(=O)O 2-(tert-Butoxycarbonyl)-2-azabicyclo[2.1.1]hexane-1-carboxylic acid